7-(2,7-Dimethyloxazolo[5,4-b]pyridin-5-yl)-2-[(3R,4R)-3-fluoro-4-piperidyl]thiazolo[3,2-a]pyrimidin-5-on CC=1OC2=NC(=CC(=C2N1)C)C=1N=C2N(C(C1)=O)C=C(S2)[C@H]2[C@H](CNCC2)F